tert-butyl (5S)-5-(2-((4-(4-bromo-6-chloro-1-(tetrahydro-2H-pyran-2-yl)-1H-indazol-5-yl)-2-oxobutyl)amino)-2-oxoethyl)-1,3-oxazinane-3-carboxylate BrC1=C2C=NN(C2=CC(=C1CCC(CNC(C[C@H]1CN(COC1)C(=O)OC(C)(C)C)=O)=O)Cl)C1OCCCC1